O(CC1=CC(=C(C=C1)O)OC)CC1=CC(=C(C=C1)O)OC 4,4'-(oxybis(methylene))bis(2-methoxyphenol)